FC1=C(C(=C(C=C1O)O)F)N1C(N(C2=C(C1)C=NC1=C2C=C(N1)CN1CCOCC1)CC)=O 3-(2,6-difluoro-3,5-dihydroxyphenyl)-1-ethyl-8-(morpholinomethyl)-1,3,4,7-tetrahydro-2H-pyrrolo[3',2':5,6]pyrido[4,3-d]pyrimidin-2-one